1-isothiocyanatomethyl-sulfonyl-octane N(=C=S)CS(=O)(=O)CCCCCCCC